ClC1=CC=C2C(=NC(N(C2=C1)C=1C=NC=CC1)=O)NCC#CC1CC1 7-chloro-4-((3-cyclopropylprop-2-yn-1-yl)amino)-1-(pyridin-3-yl)quinazolin-2(1H)-one